NC=1C2=C(N=CN1)N(C=C2)[C@H]2[C@@H]([C@@H]([C@@]1(C[C@H]21)CCC2=CC=C1C=CC(=NC1=C2)NCC2CC2)O)O (1R,2R,3S,4R,5S)-4-(4-Amino-7H-pyrrolo[2,3-d]pyrimidin-7-yl)-1-(2-(2-((cyclopropylmethyl)amino)quinolin-7-yl)ethyl)bicyclo[3.1.0]hexane-2,3-diol